C(C1=CC=CC=C1)O[C@@H]1[C@@]2(CO[C@H]([C@@H]([C@H]1OCC1=CC=CC=C1)OCC1=CC=CC=C1)O2)C(C)(C)O (1S,2S,3S,4R,5S)-2,3,4-Tribenzyloxy-1-(1-hydroxy-1-methyl-ethyl)-6,8-dioxabicyclo[3.2.1]Octane